C(#N)C=1C(=C(C(=O)O)C=CC1)N=[N+]=[N-] 3-cyano-azidobenzoic acid